CC=1NC2=C(C=CC=C2C1)C 2,7-dimethylindole